NC=1C2=C(N=CN1)N(C(=C2C2=CC=C(C=C2)OC2=CC=CC=C2)C#CC2C1CN(CC21)C(C=C)=O)C 1-(6-[2-[4-amino-7-methyl-5-(4-phenoxyphenyl)-7H-pyrrolo[2,3-d]pyrimidin-6-yl]ethynyl]-3-azabicyclo[3.1.0]hexan-3-yl)prop-2-en-1-one